OCC[N+](CC(=O)[O-])(C)CCO 2-(bis(2-hydroxyethyl)-(methyl)ammonio)acetate